FC1=NN(N=C1)C=1C=C(C=CC1C(F)(F)F)NC(=O)N1[C@H]2C[C@H](C[C@@]1(C2)C=2OC(=NN2)C)C(F)(F)F (1R,3R,5S)-N-(3-(4-fluoro-2H-1,2,3-triazol-2-yl)-4-(trifluoromethyl)phenyl)-1-(5-methyl-1,3,4-oxadiazol-2-yl)-3-(trifluoromethyl)-6-azabicyclo[3.1.1]heptane-6-carboxamide